ClC1=NC=C(C(=N1)NC=1C=CC2=C(CCC(N3C2=NC(=C3)C(F)(F)F)C)C1)C(=O)OC methyl 2-chloro-4-[[5-methyl-2-(trifluoromethyl)-6,7-dihydro-5H-imidazo[2,1-a][2]benzazepin-9-yl]amino]pyrimidine-5-carboxylate